N1(CC1)CC(C1=CC(=CC=C1)Cl)N1C(C=C(C=C1)Br)=O 1-(2-(aziridin-1-yl)-1-(3-chlorophenyl)ethyl)-4-bromopyridin-2(1H)-one